C(C1=CC=CC=C1)OC1=CC=C2C(C(OCC2=C1)C1CCCC1)C1=CC=C(C=C1)N1CCC(CC1)C(OC)OC 1-(4-(7-(benzyloxy)-3-cyclopentylisochroman-4-yl)phenyl)-4-(dimethoxymethyl)piperidine